N[C@H](C(=O)NC=1C=NC(=CC1)C1=C(C=NN1C)C)C1CCC(CC1)C (S)-2-amino-N-(6-(1,4-dimethyl-1H-pyrazol-5-yl)pyridin-3-yl)-2-((1r,4S)-4-methylcyclohexyl)acetamide